1-(tert-butyl)-3-((1S,3R)-3-((6-isopropylpyridazin-3-yl)oxy)cyclopentyl)-1H-pyrazol-5-amine C(C)(C)(C)N1N=C(C=C1N)[C@@H]1C[C@@H](CC1)OC=1N=NC(=CC1)C(C)C